P(=O)(OCC(COC(CCCCCCCCCCCCCCCCC)=O)OC(CCCCCCCCCCCCCCCCC)=O)(OCCC(C)[N+](C)(C)C)[O-] 2,3-Bis(stearoyloxy)propyl (3-(trimethylammonio)butyl) phosphate